N-(3-methylpyridin-2-yl)-4-(5-(trifluoromethyl)pyridin-2-yl)thiazol-2-amine CC=1C(=NC=CC1)NC=1SC=C(N1)C1=NC=C(C=C1)C(F)(F)F